(Z)-2-fluoro-3-(oxazol-2-yl)acrylic acid F\C(\C(=O)O)=C/C=1OC=CN1